COC1=CC=C(CN2C(C3=CC=CC(=C3C=N2)C(C(F)(F)F)O)=O)C=C1 2-(4-methoxybenzyl)-5-(2,2,2-trifluoro-1-hydroxyethyl)phthalazin-1(2H)-one